N-(tert-Butyl)-6-(1-(3-chloropyridin-2-yl)-3-((5-(trifluoromethyl)-2H-tetrazol-2-yl)methyl)-1H-pyrazol-5-carboxamido)-5-methylpyrazolo[1,5-a]pyridin-7-carboxamid C(C)(C)(C)NC(=O)C1=C(C(=CC=2N1N=CC2)C)NC(=O)C2=CC(=NN2C2=NC=CC=C2Cl)CN2N=C(N=N2)C(F)(F)F